aza-pentalene N1=CC=C2C=CC=C12